(S)-2-((tert-Butoxycarbonyl)amino)-6-morpholinohexanoic acid C(C)(C)(C)OC(=O)N[C@H](C(=O)O)CCCCN1CCOCC1